[NH+]1=CC=C(C=C1)C1=CC=[NH+]C=C1 [4,4'-bipyridine]-1,1'-diium